C(CCC)OC(=O)C=1C=NN(C1O)C(C)(CCO)C 5-hydroxy-1-(4-Hydroxy-2-methylbutan-2-yl)-1H-pyrazole-4-carboxylic acid butyl ester